NC1=CC=C(C=C1)N1CCC(CC1)CN1CCC2(CCN(C2=O)C=2C=NC=C(C2)NC2=NC=C(C(=N2)C2=CC=C(C=C2)Cl)Cl)CC1 8-((1-(4-aminophenyl)piperidin-4-yl)methyl)-2-(5-((5-chloro-4-(4-chlorophenyl)pyrimidin-2-yl)amino)pyridin-3-yl)-2,8-diazaspiro[4.5]decan-1-one